FC(CN1N=CC=2C1=NC(=CN2)N2CC1(CCC2)CCN(CC1)C1=NC=C(C=C1)C(F)(F)F)F 2-[1-(2,2-difluoroethyl)-1H-pyrazolo[3,4-b]pyrazin-6-yl]-9-[5-(trifluoromethyl)pyridin-2-yl]-2,9-diazaspiro[5.5]undecane